1-benzyl-4-(2,2-difluorocyclohexyl)piperazine C(C1=CC=CC=C1)N1CCN(CC1)C1C(CCCC1)(F)F